COC(CBr)(CBr)OC 1,3-dibromoacetone dimethyl acetal